C(=C)NC(=N)NC(=N)N N-vinyl-biguanide